N-(1-(4-fluorophenyl)-6-(thiophen-3-yl)-1H-pyrazolo[3,4-d]pyrimidin-4-yl)-5-nitrothiophene-2-carboxamide FC1=CC=C(C=C1)N1N=CC=2C1=NC(=NC2NC(=O)C=2SC(=CC2)[N+](=O)[O-])C2=CSC=C2